ClC1=C(C=CC=C1)COC1=CC=2N(C=C1)N=C(C2C(=O)N[C@H](C(=O)N)CO)C (2S)-2-({5-[(2-chlorophenyl)methoxy]-2-methylpyrazolo[1,5-a]pyridin-3-yl}formamido)-3-hydroxypropanamide